CC1=CC=2N(C=C1[N+](=O)[O-])C(=NN2)S 7-methyl-6-nitro-[1,2,4]triazolo[4,3-a]pyridin-3-thiol